5-(3-(carboxymethyl)-2,2-dimethylcyclopropyl)pentanoic acid C(=O)(O)CC1C(C1CCCCC(=O)O)(C)C